COC(C1=C(C=C(C=C1)C=O)F)=O 2-fluoro-4-formylbenzoic acid methyl ester